OC=1C=C2CC[C@@H]([C@@H](C2=CC1)C1=CC=C(C=C1)N1CCN(CC1)CCN1CCN(CC1)C1=CC=C(C=C1)N1C(NC(CC1)=O)=O)C1=CC=CC=C1 1-(4-(4-(2-(4-(4-((1R,2S)-6-hydroxy-2-phenyl-1,2,3,4-tetrahydronaphthalen-1-yl)phenyl)piperazin-1-yl)ethyl)piperazin-1-yl)phenyl)dihydropyrimidine-2,4(1H,3H)-dione